N(N)C(OC1CC(C1)OCC1=CC=CC=C1)=S O-(3-(benzyloxy)cyclobutyl) Hydrazinecarbothioate